ClC=1C=CC(=C(C1)C1=CC(=CN=N1)NC1=CC=NC2=CC(=CC=C12)OCCN1CCN(CC1)CCNC(C)=O)F N-[2-(4-{2-[(4-{[6-(5-chloro-2-fluorophenyl)pyridazin-4-yl]amino}quinolin-7-yl)oxy]ethyl}piperazin-1-yl)ethyl]acetamide